[C@@H]12N(C[C@@H](NC1)C2)C2=CC=CC(=N2)NC2=CC1=C(C=N2)SC(=N1)C1=NC=CC=C1C 6-[(1S,4S)-2,5-Diazabicyclo[2.2.1]heptan-2-yl]-N-[2-(3-methylpyridin-2-yl)-[1,3]thiazolo[5,4-c]pyridin-6-yl]pyridin-2-amine